3-(1-oxo-4-phenyl-7-(trifluoromethyl)isoindolin-2-yl)piperidine-2,6-dione O=C1N(CC2=C(C=CC(=C12)C(F)(F)F)C1=CC=CC=C1)C1C(NC(CC1)=O)=O